S1C(=NC2=C1C=CC=C2)NC(=O)C=2C=CC=C1CCN(CC21)C2=CC=C(C(=N2)C(=O)OC(C)(C)C)C=2C(=C(OC1CCC(CC1)CC(=O)O)C=CC2)C 2-((1r,4r)-4-(3-(6-(8-(benzo[d]thiazol-2-ylcarbamoyl)-3,4-dihydroisoquinolin-2(1H)-yl)-2-(tert-butoxycarbonyl)pyridin-3-yl)-2-methylphenoxy)cyclohexyl)acetic acid